[6-[3-(1-hydroxycyclopropyl)-1H-1,2,4-triazol-5-yl]-2-azaspiro[3.3]heptan-2-yl]-[(6R)-6-(4-triflylbenzyl)-2-azaspiro[3.4]octan-2-yl]methanone OC1(CC1)C1=NNC(=N1)C1CC2(CN(C2)C(=O)N2CC3(C2)C[C@H](CC3)CC3=CC=C(C=C3)S(=O)(=O)C(F)(F)F)C1